C(C)(C)(C)OC(=O)N1CCN(CC1)C1=C(C=C(C(=C1)F)Cl)C=O 4-(4-chloro-5-fluoro-2-formylphenyl)piperazine-1-carboxylic acid tert-butyl ester